O=C1C=2C=C(C=NC2CCN1)NS(=O)(=O)C1=CC(=CC=2CCOC21)C2=CC=C(C=C2)C2(CC2)C(=O)O 1-(4-(7-(N-(5-oxo-5,6,7,8-tetrahydro-1,6-naphthyridin-3-yl)sulfamoyl)-2,3-dihydrobenzofuran-5-yl)phenyl)cyclopropane-1-carboxylic acid